(E)-2-((2,2-dimethyl-2,3-dihydrobenzofuran-7-yl)oxy)-N'-(3-fluorobenzylidene)acethydrazide CC1(OC2=C(C1)C=CC=C2OCC(=O)N/N=C/C2=CC(=CC=C2)F)C